N1(CC[C@@H]2[C@H]1CNCC2)C(=O)OC(C)(C)C |r| racemic-cis-tert-butyl octahydropyrrolo[2,3-c]pyridine-1-carboxylate